P(=O)(OCC)(OCC#C)OCC#C ethyl di(prop-2-yn-1-yl) phosphate